CC=1C=C(CC2CCC3(CNC3)CC2)C=CC1 7-(3-methylbenzyl)-2-azaspiro[3.5]nonan